ClC(CSC#N)SC#N Thiocyanic acid, 1-chloro-1,2-ethanediyl ester